NC1=NC=2C=C(C(=CC2C2=C1C=NN2C)C(=O)OC)C methyl 4-amino-1,7-dimethyl-1H-pyrazolo[4,3-c]quinoline-8-carboxylate